CN1N=C(C(=C1C(F)(F)F)S(=O)(=O)N1CCC(CC1)C=1C(=CC=2N(C1)N=CN2)C)C 6-(1-((1,3-dimethyl-5-(trifluoromethyl)-1H-pyrazol-4-yl)sulfonyl)piperidin-4-yl)-7-methyl-[1,2,4]triazolo[1,5-a]pyridine